C(N)(=O)C=1C=CC(=C2C=C(NC12)C=1CN(CC1)C(=O)OC(C)(C)C)C1=C(C(=CC=C1)N1C=NC2=CC=CC=C2C1=O)C tert-Butyl 3-(7-carbamoyl-4-(2-methyl-3-(4-oxoquinazolin-3(4H)-yl)phenyl)-1H-indol-2-yl)-2,5-dihydro-1H-pyrrole-1-carboxylate